C(CCC)OC(\C=C\C(=O)O)=O fumaric acid monobutyl ester